CC=1C=CC=C2C(=CN=NC12)NC1=NC(=NC=C1)NC=1C=NC(=CC1)N1CCN(CC1)C N4-(8-methylcinnolin-4-yl)-N2-(6-(4-methylpiperazin-1-yl)pyridin-3-yl)pyrimidine-2,4-diamine